4-octyloxy-4'-hydroxybiphenyl C(CCCCCCC)OC1=CC=C(C=C1)C1=CC=C(C=C1)O